C(C)(C)(C)OC(=O)NCCS 2-(tert-butyloxycarbonylamino)ethanethiol